NC1=CC2=C(N=C(N2)C2=CC(=CC=C2)N)C=C1 5-amino-2-(3'-aminophenyl)benzimidazole